O=C1NC(CCC1N1C(C2=CC=CC(=C2C1)CC1=C(C(=O)N)C=CC=C1N1CCC(CC1)N1N=CC(=C1)C1=NC2=CC=CC=C2N=C1)=O)=O ((2-(2,6-Dioxopiperidin-3-yl)-1-oxoisoindolin-4-yl)methyl)-3-(4-(4-(quinoxalin-2-yl)-1H-pyrazol-1-yl)piperidin-1-yl)benzamide